2-benzyl-N-(8-chloro-3-quinolyl)-4,4,4-trifluoro-2-methyl-butanamide C(C1=CC=CC=C1)C(C(=O)NC=1C=NC2=C(C=CC=C2C1)Cl)(CC(F)(F)F)C